C(C1=CC=CC=C1)OC(=O)N[C@@H](C)C(=O)OCC1(COC1)C (3-methyloxetan-3-yl)methyl ((benzyloxy)carbonyl)-L-alaninate